5-(3-nitrophenyl)-1H-imidazole [N+](=O)([O-])C=1C=C(C=CC1)C1=CN=CN1